CC(C)(C)NC(=O)[O-] 2-methyl-2-propanecarbamate